OC=1C(=NNC1)[C@H]1[C@H](O)[C@H](O)[C@H](O1)CO 4-hydroxy-3-beta-D-ribofuranosylpyrazole